N1(C=NC2=C1C=CC=C2)C2=C(C=CC(=C2)Cl)[C@H](C(F)(F)F)O (R)-1-(2-(1H-benzo[d]imidazol-1-yl)-4-chlorophenyl)-2,2,2-trifluoroethanol